The molecule is an erythronic acid in which the stereocentres at positions 2 and 3 both have R-configuration (the D-enantiomer). It is a conjugate acid of a D-erythronate. It is an enantiomer of a L-erythronic acid. C([C@H]([C@H](C(=O)O)O)O)O